CN(C(CN1N=C(C=CC1=O)N(C=1C=C2C(=NC(=NC2=CC1)C)N[C@H](C)C1=C(C(=CC=C1)C(F)(F)F)C)C)=O)C (R)-N,N-dimethyl-2-(3-(methyl(2-methyl-4-((1-(2-Methyl-3-(trifluoromethyl)phenyl)ethyl)amino)quinazolin-6-yl)amino)-6-oxopyridazin-1(6H)-yl)acetamide